CN(C(=O)C1=CN=C(N=N1)N[C@@H]1C[C@H](CC1)NC1=CC=C(C=N1)N1C(C=CC=C1)=O)CC#C N-Methyl-3-(((1S,3S)-3-((2-oxo-2H-[1,3'-bipyridin]-6'-yl)amino)cyclopentyl)amino)-N-(prop-2-yn-1-yl)-1,2,4-triazine-6-carboxamide